ClCC(CC1(NCC(C1)=C(F)F)C(=O)OC)=C methyl 2-(2-(chloromethyl)allyl)-4-(difluoromethylene)pyrrolidine-2-carboxylate